C1(CCCCC1)C(=C1C=CC=C1)C1CCCCC1 6,6-dicyclohexylfulvene